2-methyl-1,3-propanediol succinate C(CCC(=O)O)(=O)O.CC(CO)CO